8-chloro-2-cyclobutyl-1H-imidazo[4,5-C]quinoline ClC1=CC=2C3=C(C=NC2C=C1)N=C(N3)C3CCC3